FC1=C(C(=CC=2CC[C@H](CC12)NCC=1SC=CN1)O)N1CC(NS1(=O)=O)=O 5-[(7R)-1-fluoro-3-hydroxy-7-{[(1,3-thiazol-2-yl)methyl]amino}-5,6,7,8-tetrahydronaphthalen-2-yl]-1λ6,2,5-thiadiazolidine-1,1,3-trione